2-(7-Fluoro-1H-indol-3-yl)-2-oxo-N-propylacetamide FC=1C=CC=C2C(=CNC12)C(C(=O)NCCC)=O